benzyl (E)-3-((4-((cyanocarbonothioyl)amino)phenyl)thio)acrylate C(#N)C(=S)NC1=CC=C(C=C1)S/C=C/C(=O)OCC1=CC=CC=C1